NC1=NC=CC(=N1)CC1=C(C=C2[C@@](N(C(NC2=C1)=O)C)(C(F)(F)F)C#CC1CC1)Cl (R)-7-((2-aminopyrimidin-4-yl)-methyl)-6-chloro-4-(cyclopropylethynyl)-3-methyl-4-(trifluoromethyl)-3,4-dihydro-quinazolin-2(1H)-one